(R)-N-((2-(6-(4-amino-3,3-difluoropiperidin-1-yl)pyridin-2-yl)-1,6-naphthyridin-7-yl)methyl)-4-methyl-3-(methylsulfonyl)benzamide N[C@H]1C(CN(CC1)C1=CC=CC(=N1)C1=NC2=CC(=NC=C2C=C1)CNC(C1=CC(=C(C=C1)C)S(=O)(=O)C)=O)(F)F